NC1CC(N(C1)C1=CC=C(C=C1)S(=O)(=O)N1CCN(CC1)C1=NC(=CC(=C1)OC1=CC=CC=C1)Cl)=O 4-Amino-1-[4-[4-(6-chloro-4-phenoxy-2-pyridyl)piperazin-1-yl]sulfonylphenyl]pyrrolidin-2-one